FC1=CC=C(C=C1)C(C1=CC=C(C=C1)F)NC(OC12CC3(CC(CC(C1)C3)C2)NCC(=O)N2CC3=CC=CC=C3C2)=O 3-((2-(isoindolin-2-yl)-2-oxoethyl)amino)adamantan-1-yl (bis(4-fluorophenyl)methyl)carbamate